1-(5-(3-cyano-6-(3,6-dihydro-2H-pyran-4-yl)pyrazolo[1,5-a]pyridin-4-yl)pyridin-2-yl)piperidin C(#N)C=1C=NN2C1C(=CC(=C2)C=2CCOCC2)C=2C=CC(=NC2)N2CCCCC2